4-[1-[2-[5-cyclopropyl-3-(difluoromethyl)pyrazol-1-yl]acetyl]-4-piperidinyl]-N-tetrahydronaphthalen-1-ylpyridine-2-carboxamide C1(CC1)C1=CC(=NN1CC(=O)N1CCC(CC1)C1=CC(=NC=C1)C(=O)NC1CCCC2=CC=CC=C12)C(F)F